(Z)-2-Hydroxy-N-(2-hydroxyethyl)-5-(5-((3-oxobenzo[b]thiophen-2(3H)-ylidene)methyl)furan-2-yl)benzamide OC1=C(C(=O)NCCO)C=C(C=C1)C=1OC(=CC1)\C=C/1\C(C2=C(S1)C=CC=C2)=O